1-benzyl-N-(4-fluoro-2-(trifluoromethyl)benzyl)piperidine-4-carboxamide C(C1=CC=CC=C1)N1CCC(CC1)C(=O)NCC1=C(C=C(C=C1)F)C(F)(F)F